methyl 7-(6-bromo-3-methylindolin-1-yl)-7-oxoheptanoate BrC1=CC=C2C(CN(C2=C1)C(CCCCCC(=O)OC)=O)C